C(C)(C)(C)[Si](OCCC1=C(N=NC(=C1C)Cl)Cl)(C1=CC=CC=C1)C1=CC=CC=C1 4-(2-{[tert-butylbis(phenyl)silyl]oxy}ethyl)-3,6-dichloro-5-methylpyridazine